4-[(3,5-dichloro-2-pyridyl)oxy]-N-isopropyl-2'-oxo-spiro[cyclohexane-1,3'-indoline]-5'-carboxamide ClC=1C(=NC=C(C1)Cl)OC1CCC2(C(NC3=CC=C(C=C23)C(=O)NC(C)C)=O)CC1